F[P-](F)(F)(F)(F)F.C1(=CC=CC=C1)SC1=CC=C(C=C1)[S+](C1=CC=CC=C1)C1=CC=CC=C1 4-(phenylthio)phenyldiphenyl-sulfonium hexafluorophosphate